acrylate C(C=C)(=O)[O-]